ferroceneMonoformyl chloride [C-]1(C=CC=C1)C(=O)Cl.[CH-]1C=CC=C1.[Fe+2]